CC=1SC(=C(N1)C)B1OC(C(O1)(C)C)(C)C 2,4-dimethyl-5-(4,4,5,5-tetramethyl-1,3,2-dioxaborolan-2-yl)thiazole